(1-iodo-2-(benzenesulfonyl)vinyl)benzene IC(=CS(=O)(=O)C1=CC=CC=C1)C1=CC=CC=C1